CC=1C(=NC=C(C1)C)N1CCN(CC1)C(=O)C=1C=CC(=NC1)[C@]1(C(NC(C1)=O)=O)CC (S)-3-{5-[4-(3,5-dimethylpyridin-2-yl)piperazine-1-carbonyl]pyridin-2-yl}-3-ethylpyrrolidine-2,5-dione